phenmethyl-coumarin 2-cyanoethyl-N,N-diethylphosphoramidite C(#N)CCOP(O)N(CC)CC.C(C1=CC=CC=C1)C=1C(OC2=CC=CC=C2C1)=O